CS1(C(=CC=C1)CC1CC=C(CC1)C1=NC(=CC=C1)O)CC1=CN=CN1CC methyl-1-((1-ethyl-1H-imidazol-5-yl)methyl)-2-((4-(6-hydroxypyridin-2-yl)cyclohex-3-en-1-yl)methyl)1H-thiophene